C1(=CC=CC=C1)C(C1=CC=CC=C1)OC(=O)C1=C(CS[C@H]2N1C(C2OC)=O)CSC2=NN=NN2C 7-methoxy-3-(1-methyl-1H-5-tetrazolyl)thiomethyl-3-cephem-4-carboxylic acid diphenylmethyl ester